FC1=CC=C(CC2(C[C@@H]3[C@@H](CN(C3)C[C@H](C3=NC=C(C=C3)O)O)C2)O)C=C1 (3aR,5R,6aS)-5-(4-fluorobenzyl)-2-((R)-2-hydroxy-2-(5-hydroxypyridin-2-yl)ethyl)octahydrocyclopenta[c]pyrrol-5-ol